(S)-2-(2-(3-(ethoxymethyl)-1-(2-(6-methylpyridin-3-yl)propan-2-yl)pyrrolidin-3-yl)ethyl)-4-methoxy-pyrimidine HCl Cl.C(C)OC[C@@]1(CN(CC1)C(C)(C)C=1C=NC(=CC1)C)CCC1=NC=CC(=N1)OC